(S)-2-((4-(6-((benzofuran-3-yl)methoxy)pyridin-2-yl)piperidin-1-yl)methyl)-1-((oxetan-2-yl)methyl)-1H-benzo[d]imidazole-6-carboxylic acid O1C=C(C2=C1C=CC=C2)COC2=CC=CC(=N2)C2CCN(CC2)CC2=NC1=C(N2C[C@H]2OCC2)C=C(C=C1)C(=O)O